N,N-bis-Boc-4-aminobutyric acid C(=O)(OC(C)(C)C)N(CCCC(=O)O)C(=O)OC(C)(C)C